Cl.Cl.C(C)N([C@H]1[C@H](CNC1)O)C (3S,4R)-4-(Ethyl(methyl)amino)pyrrolidin-3-ol dihydrochloride